C(C1=CC=CC=C1)(=O)OC(CC)CC(C(C)C)OC(C1=CC=CC=C1)=O 6-methyl-3,5-heptanediol dibenzoate